7-((3aS,4R,6aR)-6-(2-(6-(difluoromethyl)-7-fluoro-3-methylisoquinolin-8-yl)ethyl)-2,2-dimethyl-3a,6a-dihydro-4H-cyclopenta[d][1,3]dioxol-4-yl)-7H-pyrrolo[2,3-d]pyrimidin-4-amine FC(C=1C=C2C=C(N=CC2=C(C1F)CCC1=C[C@H]([C@H]2[C@@H]1OC(O2)(C)C)N2C=CC1=C2N=CN=C1N)C)F